4-(6-((3R,5R)-3-amino-5-(trifluoromethyl)piperidin-1-yl)pyridin-3-yl)-6-ethoxypyrazolo[1,5-a]pyridine-3-carbonitrile N[C@H]1CN(C[C@@H](C1)C(F)(F)F)C1=CC=C(C=N1)C=1C=2N(C=C(C1)OCC)N=CC2C#N